OC(C)(C)C1=C(C=C(C=C1)OC1=NC=C(C=C1)C)NC1=NC=NC2=CC(=C(C=C12)OC1CCN(CC1)C(C=C)=O)OC 1-(4-((4-((2-(2-hydroxypropan-2-yl)-5-((5-methylpyridin-2-yl)oxy)phenyl)amino)-7-methoxyquinazolin-6-yl)oxy)piperidin-1-yl)prop-2-en-1-one